2-((1R,6R)-3-methyl-6-(prop-1-en-2-yl)cyclohex-2-enyl)-5-styrylbenzene-1,3-diol CC1=C[C@H]([C@@H](CC1)C(=C)C)C1=C(C=C(C=C1O)C=CC1=CC=CC=C1)O